3-(3,4-difluoro-2-methoxyphenyl)-4,5-dimethyl-5-(Trifluoromethyl)tetrahydrofuran-2-carboxamide 2,2,2-trifluoroacetate FC(C(=O)O)(F)F.FC=1C(=C(C=CC1F)C1C(OC(C1C)(C(F)(F)F)C)C(=O)N)OC